O(C1=CC=CC=C1)CC(=O)N[C@H]1CO[C@@H](CC1)C=1OC(=NN1)C1(CCC1)OC(F)(F)F 2-phenoxy-N-[(3R,6S)-6-[5-[3-cis-(trifluoromethoxy)cyclobutyl]-1,3,4-oxadiazol-2-yl]tetrahydropyran-3-yl]acetamide